C12N(CC(NC1)CC2)C=2C1=C(N=C(N2)OC([2H])([2H])[C@]23CCCN3C[C@@H](C2)F)C(=C(N=C1)C=1C=C(C=CC1C(F)(F)F)O)F 3-(4-(2,5-Diazabicyclo[2.2.2]octan-2-yl)-8-fluoro-2-(((2R,7aS)-2-fluorotetrahydro-1H-pyrrolizin-7a(5H)-yl)methoxy-d2)pyrido[4,3-d]pyrimidin-7-yl)-4-(trifluoromethyl)phenol